COC=1C=CC2=C(NC(=N2)C(=O)N2[C@@H](C=3C=CC=NC3CC2)C)C1C (R)-(6-Methoxy-7-methyl-1H-benzo[d]imidazol-2-yl)(5-methyl-7,8-dihydro-1,6-naphthyridin-6(5H)-yl)methanone